(4-(7-(cyclopentylamino)-5-((2-methoxyethoxy)methyl)-1H-indol-2-yl)phenyl)dimethylphosphine oxide C1(CCCC1)NC=1C=C(C=C2C=C(NC12)C1=CC=C(C=C1)P(C)(C)=O)COCCOC